2-(2,6-dioxopiperidin-3-yl)-5-(4-(5-((1r,3r)-3-((5-(5-methyl-5H-pyrido[4,3-b]indol-7-yl)pyridin-2-yl)oxy)cyclobutoxy)pentyl)piperazin-1-yl)isoindoline-1,3-dione O=C1NC(CCC1N1C(C2=CC=C(C=C2C1=O)N1CCN(CC1)CCCCCOC1CC(C1)OC1=NC=C(C=C1)C=1C=CC=2C3=C(N(C2C1)C)C=CN=C3)=O)=O